2,2-bis(4,4-di-tert-octylcyclohexyl-peroxy)butane C(C)(C)(CC(C)(C)C)C1(CCC(CC1)OOC(C)(CC)OOC1CCC(CC1)(C(C)(C)CC(C)(C)C)C(C)(C)CC(C)(C)C)C(C)(C)CC(C)(C)C